1-[2-cyano-4-(trifluoromethyl)phenyl]-4-{2'-ethoxy-[3,3'-bipyridine]-6-yl}-N-[(3R)-1-methylpyrrolidin-3-yl]piperidine-4-carboxamide C(#N)C1=C(C=CC(=C1)C(F)(F)F)N1CCC(CC1)(C(=O)N[C@H]1CN(CC1)C)C1=CC=C(C=N1)C=1C(=NC=CC1)OCC